ClC1=C(C(=CC=C1Cl)OCOC)C1CC(CN1S(=O)(=O)C1=CC=C(C=C1)C)C(=O)[O-] 5-[2,3-dichloro-6-(methoxymethoxy)phenyl]-1-(4-methylbenzenesulfonyl)pyrrolidine-3-carboxylate